Cl.CC1CN(C=2N=CC=3C=CC=CC3C21)C(N)=N 1-Methyl-1,2-dihydro-3H-pyrrolo[2,3-c]isoquinoline-3-carboximidamide hydrochloride